ClC=1C(=C(C=CC1)NCS(=O)(=O)C1=C(CCN(C1=O)C(=O)OC(C)(C)C)O)OC tert-butyl 5-((3-chloro-2-methoxyphenyl) aminomethylsulfonyl)-4-hydroxy-6-oxo-3,6-dihydropyridine-1(2H)-carboxylate